t-butyl 3-((tosyloxy)methyl)pyrrolidine-1-carboxylate S(=O)(=O)(C1=CC=C(C)C=C1)OCC1CN(CC1)C(=O)OC(C)(C)C